(S)-7-(((R)-tert-butylsulfinyl)amino)-5,7-dihydrospiro[cyclopenta[b]Pyridine-6,4'-piperidine]-1'-carboxylic acid tert-butyl ester C(C)(C)(C)OC(=O)N1CCC2(CC1)CC=1C(=NC=CC1)[C@H]2N[S@](=O)C(C)(C)C